BrC=1C=C2C(C(NC(C2=C(C1)F)=O)C)(F)F 6-Bromo-4,4,8-trifluoro-3-methyl-3,4-dihydroisoquinolin-1(2H)-one